C(N(C1=CC=2N(C(=N1)N)N=C(N2)C=2OC=CN2)C(C(N2C(C(N(C(C2([2H])[2H])([2H])[2H])C2=CC=C(C=C2)OC(C(OC([2H])([2H])[2H])([2H])[2H])([2H])[2H])([2H])[2H])([2H])[2H])([2H])[2H])([2H])[2H])([2H])([2H])[2H] N7-(2H3)Methyl-N7-[2-{4-[4-({2-[(2H3)methyloxy](2H4)ethyl}oxy)phenyl](2H8)piperazin-1-yl}(2H4)ethyl]-2-(1,3-oxazol-2-yl)[1,2,4]triazolo[1,5-c]pyrimidine-5,7-diamine